C1(CC1)C1=C(C(=NO1)C1=C(C=NC=C1Cl)Cl)C1=CC2(C1)CCN(CC2)C=2SC1=C(N2)C(=CC(=C1)C(=O)NS(=O)(=O)C1CC1)F 2-(2-(5-cyclopropyl-3-(3,5-dichloropyridin-4-yl)isoxazol-4-yl)-7-azaspiro[3.5]non-1-en-7-yl)-N-(cyclopropylsulfonyl)-4-fluorobenzo[d]thiazole-6-carboxamide